5-(imidazole-1-sulfonyl)-2-(4-methylpyrazol-1-yl)pyridine N1(C=NC=C1)S(=O)(=O)C=1C=CC(=NC1)N1N=CC(=C1)C